C1(CC1)N1C(=CC=2C(=CC=CC12)N)I 1-cyclopropyl-2-iodo-1H-indol-4-amine